dimethyl-2,5-Furandicarboxylic acid CC=1C(=C(OC1C(=O)O)C(=O)O)C